methyl phenyl orthoacetate C(C)(OC)(OC1=CC=CC=C1)[O-]